7-Bromoimidazo[1,2-a]pyridine-3-carboxylic acid ethyl ester C(C)OC(=O)C1=CN=C2N1C=CC(=C2)Br